FC(C1=NC(=NC(=N1)C(F)F)N1[C@@H](C=2NC3=CC=C(C=C3C2CC1)Cl)C[C@H]1OCOC1)F (1R)-2-[4,6-bis(difluoromethyl)-1,3,5-triazin-2-yl]-6-chloro-1-{[(4R)-1,3-dioxolan-4-yl]methyl}-2,3,4,9-tetrahydro-1H-pyrido[3,4-b]indole